1-(5-(4-(5-cyanopyridin-2-yl)piperidine-1-carbonyl)-2-methylphenyl)-3-(tetrahydro-2H-pyran-3-yl)urea C(#N)C=1C=CC(=NC1)C1CCN(CC1)C(=O)C=1C=CC(=C(C1)NC(=O)NC1COCCC1)C